B1C=CC=C1 Borol